O=C1CN(CCCN1)C(=O)OC(C)(C)C tert-butyl 3-oxo-1,4-diazepane-1-carboxylate